[C@@H]1([C@H](O)[C@H](OP(=O)(O)O)[C@@H](CO)O1)N1C=NC=2C(O)=NC=NC12 3'-inosinic acid